3-((6-(4-(3-aminopropyl)piperazin-1-yl)pyridin-3-yl)oxy)piperidine-2,6-dione NCCCN1CCN(CC1)C1=CC=C(C=N1)OC1C(NC(CC1)=O)=O